COC1=C(C=CC(=C1)OC1CC(C1)N(C)C)NC1=NC=CC(=N1)NC=1C=NC2=CC=CC=C2C1 2-{2-methoxy-4-[(1s,3s)-3-(dimethylamino)cyclobutoxy]phenylamino}-4-(3-quinolylamino)pyrimidine